2-Cyclopropyl-5-(ethylsulfonyl)-1-methyl-1H-imidazol C1(CC1)C=1N(C(=CN1)S(=O)(=O)CC)C